(4-hexylcyclohexyl)propionic acid C(CCCCC)C1CCC(CC1)C(C(=O)O)C